FC=1C(=NC=CC1)CNC(=O)C=1N=C(OC1)CCNCCC1=NC2=C(N1CCC1=CC=CC=C1)C=CC=C2 N-((3-fluoropyridin-2-yl)methyl)-2-(2-((2-(1-phenethyl-1H-benzo[d]imidazol-2-yl)ethyl)amino)ethyl)oxazole-4-carboxamide